OC1=CC(=CC(=C1C1CCCC(=C1)C)OP(=O)(OC)CCCOC(C)=O)CCCCC.CN(C(=O)C1=C(C=CC=C1)[S+](C1=CC=CC=C1)C1=C(C=CC=C1)C(N(C)C)=O)C bis(dimethylcarbamoylphenyl)phenyl-sulfonium 3-(((6-hydroxy-5'-methyl-4-pentyl-1',2',3',4'-tetrahydro-[1,1'-biphenyl]-2-yl)oxy)(methoxy)phosphoryl)propyl-acetate